[Na].FC1=NC=CC=C1C=1C(=C2CCCC2=CC1)NC(=O)NS(=O)(=O)C1=CC=2CN(CCC2S1)C ((5-(2-Fluoropyridin-3-yl)-2,3-dihydro-1H-inden-4-yl)carbamoyl)((5-methyl-4,5,6,7-tetrahydrothieno[3,2-c]pyridin-2-yl)sulfonyl)amine sodium salt